C(#N)C1=CC(=CC=2N=C(OC21)C=2C(=C(C=CC2)C2=C(C(=CC=C2)NC=2C1=C(N=C(N2)C)C=C(C=N1)CNC[C@H](C)O)C)C)CN1C[C@@H](CC1)C (R)-1-((7-Cyano-2-(3'-(7-(((S)-2-hydroxypropylamino)methyl)-2-methylpyrido[3,2-d]pyrimidin-4-ylamino)-2,2'-dimethylbiphenyl-3-yl)benzo[d]oxazol-5-yl)methyl)-3-methylpyrrolidin